3-Chloro-1-isopropyl-1H-indazole ClC1=NN(C2=CC=CC=C12)C(C)C